1-(5-chloro-3-fluoropyridin-2-yl)-3-(tetrahydro-2H-pyran-4-yl)-4-(4-(trifluoro-methyl)benzyl)piperazine-2,5-dione ClC=1C=C(C(=NC1)N1C(C(N(C(C1)=O)CC1=CC=C(C=C1)C(F)(F)F)C1CCOCC1)=O)F